9-fluorenylmethylcarbonate C1=CC=CC=2C3=CC=CC=C3C(C12)COC([O-])=O